COC1=NC(=CC(=N1)Cl)Cl 2-(methoxy)-4,6-dichloropyrimidine